5-(benzyl(methyl)amino)-3-isopropyl-N-(3-methoxyphenyl)-7-(1H-pyrazol-4-yl)pyrazolo[1,5-a]pyrimidine-2-carboxamide C(C1=CC=CC=C1)N(C1=NC=2N(C(=C1)C=1C=NNC1)N=C(C2C(C)C)C(=O)NC2=CC(=CC=C2)OC)C